O1[C@@H](COCC1)CNC(=O)C1=C(C2=C(CC3(C4=CN(N=C24)CC2=CC=NC=C2)CCC3)O1)C(F)(F)F N-[(2R)-1,4-dioxan-2-ylmethyl]-2'-(pyridin-4-ylmethyl)-8'-(trifluoromethyl)-2',5'-dihydrospiro[cyclobutane-1,4'-furo[2,3-g]indazole]-7'-carboxamide